COC1=C(C=C2C(=NC=NC2=C1)C1=C(C=NN1C1OCCCC1)C1=CC=CC=C1)NC(=O)C1CC1 N-(7-methoxy-4-(4-phenyl-1-(tetrahydro-2H-pyran-2-yl)-1H-pyrazol-5-yl)quinazolin-6-yl)cyclopropanecarboxamide